FC1=CC2=CN(N=C2C(=C1)C(=O)N)C1CN(CCC1)CCC 5-fluoro-2-(1-propylpiperidin-3-yl)-2H-indazole-7-carboxamide